C1(=CC=CC=C1)CCC=1C=C(SC1)C(=O)C=1C=NC=NC1 5-{[4-(2-phenylethyl)-2-thienyl]carbonyl}pyrimidin